C(C1=CC=CC=C1)NC(C[N+]1(CCCCCC1)CC(=O)NC1=C(SC=C1C)C(N(C)CCOC)=O)=O 1-(2-(benzylamino)-2-oxoethyl)-1-(2-((2-((2-methoxyethyl)(methyl)carbamoyl)-4-methylthiophen-3-yl)amino)-2-oxoethyl)azepan-1-ium